NC(CC(=O)O)C1=CC=C(C=C1)OC β-amino-3-(4-methoxyphenyl)-propionic acid